2-methyl-quinazoline-4(3H)-one CC1=NC2=CC=CC=C2C(N1)=O